CP(=O)(C)C1=NN2C(CNCCC2)=C1 2-dimethylphosphoryl-5,6,7,8-tetrahydro-4H-pyrazolo[1,5-a][1,4]diazepin